methyl 2-[(1S,4S,5R)-5-[[1-cyclopropyl-4-(2,6-dichlorophenyl)-1H-pyrazol-5-yl]methoxy]-2-azabicyclo[2.2.1]heptan-2-yl]-4-[(3S)-oxolan-3-yl]-1,3-benzothiazole-6-carboxylate C1(CC1)N1N=CC(=C1CO[C@H]1[C@@H]2CN([C@H](C1)C2)C=2SC1=C(N2)C(=CC(=C1)C(=O)OC)[C@H]1COCC1)C1=C(C=CC=C1Cl)Cl